[K+].[Ag+].[C-]#N.[C-]#N cyanide silver potassium